N1N=CC(=C1)NC1=NC=C(C(=N1)N1C[C@H]2[C@@](C1)(CN(C2)C(CC#N)=O)C)Cl 3-((3aS,6aR)-5-(2-((1H-pyrazol-4-yl)amino)-5-chloropyrimidin-4-yl)-3a-methylhexahydropyrrolo[3,4-c]pyrrol-2(1H)-yl)-3-oxopropanenitrile